(S)-N-(3-(2-((1,5-dimethyl-1H-pyrazol-3-yl)amino)-5-methylpyrimidin-4-yl)-1H-indol-7-yl)-2-(3-((4-(ethyl(methyl)amino)-5-fluoropyrimidin-2-yl)oxy)pyrrolidin-1-yl)acetamide CN1N=C(C=C1C)NC1=NC=C(C(=N1)C1=CNC2=C(C=CC=C12)NC(CN1C[C@H](CC1)OC1=NC=C(C(=N1)N(C)CC)F)=O)C